NC1CC(C(OC1OC1C(C(C(C(C1O)O)O)O)O)C)NC(C(=O)O)=N (5-amino-2-methyl-6-(2,3,4,5,6-pentahydroxycyclohexyloxy)tetrahydropyran-3-yl)amino-α-iminoacetic acid